COCC1=NN2C(C3C(CC2)O3)=C1 6-(methoxymethyl)-1a,2,3,7b-tetrahydrooxireno[2,3-c]pyrazolo[1,5-a]pyridine